3-(5-(((1R,2S)-2-(1,4-oxazepan-4-yl)cyclopentyl)oxy)-1-oxoisoindolin-2-yl)piperidine-2,6-dione O1CCN(CCC1)[C@@H]1[C@@H](CCC1)OC=1C=C2CN(C(C2=CC1)=O)C1C(NC(CC1)=O)=O